3-cyclopropyl-5-(4-(1-((5-(4-(methylsulfonyl)phenyl)thiazolo[5,4-b]pyridin-2-yl)oxy)ethyl)piperidin-1-yl)-1,2,4-oxadiazol C1(CC1)C1=NOC(=N1)N1CCC(CC1)C(C)OC=1SC2=NC(=CC=C2N1)C1=CC=C(C=C1)S(=O)(=O)C